Cl.C1[C@H]2N(CCN1)C(CC2)=O (S)-hexahydropyrrolo[1,2-a]pyrazin-6(2H)-one hydrochloride salt